O1C(OCC1)C1=CC=C(C2=CC=CC=C12)N1C(=NOC1)C=1C(=C(C#N)C=CC1)OC(C)C (4-(4-(1,3-dioxolane-2-yl)naphthalen-1-yl)-1,2,4-oxadiazol-3-yl)-2-isopropoxybenzonitrile